C(C)N(S(=O)(=O)NC=1C(=C(C(=O)C2=CNC3=NC=C(C=C32)C=3C=CC(=NC3)N3CCN(CC3)C(=O)OC(C)(C)C)C=C(C1)F)F)C tert-butyl 4-[5-[3-[3-[[ethyl(methyl)sulfamoyl]amino]-2,5-difluoro-benzoyl]-1H-pyrrolo[2,3-b]pyridin-5-yl]-2-pyridyl]piperazine-1-carboxylate